N6-(6-chlorohexanoyl)-L-lysine ClCCCCCC(=O)NCCCC[C@H](N)C(=O)O